BrC=1C(=NC=NC1C(F)(F)F)OC 5-bromo-4-methoxy-6-(trifluoromethyl)pyrimidine